COC=1C=C(C=CC1OC1=NC=C(C=C1[N+](=O)[O-])C)NC(\C=C\COCC#C)=O (E)-N-(3-methoxy-4-((5-methyl-3-nitropyridin-2-yl)oxy)phenyl)-4-(prop-2-yn-1-yloxy)but-2-enamide